C(C(CCN)N)(N)N 1,1,2,4-butanetetraamine